C(C(=C)C)(=O)OCCOC([C@@H](C)SC=1C=C(C(=CC1Cl)F)C1=C(C(=C(C(=C1F)F)F)F)F)=O |r| racemic-2-((2-((4-chloro-2',3',4',5',6,6'-hexafluoro-[1,1'-biphenyl]-3-yl)thio)propanoyl)oxy)ethyl methacrylate